ClC1=NC=C(C(=C1)C1=C(C=NC(=C1)C)C(=O)NC=1SC2=C(N1)C=CC(=C2)C2(COCC2)O)OC 2'-chloro-N-[6-(3-hydroxyoxolan-3-yl)-1,3-benzothiazol-2-yl]-5'-methoxy-6-methyl-[4,4'-bipyridine]-3-carboxamide